tert-butyl 4-(8-(1-aminoethyl)-3,6-dimethyl-4-oxo-3,4-dihydroquinazolin-2-yl)piperidine-1-carboxylate NC(C)C=1C=C(C=C2C(N(C(=NC12)C1CCN(CC1)C(=O)OC(C)(C)C)C)=O)C